C(C)OC(=O)C1=C(SC(=C1C(=O)OCC)N=CC=1SC(=CC1)[N+](=O)[O-])NC(C1=CC=C(C=C1)Cl)=O 2-(4-chlorobenzamido)-5-(5-nitrothiophene-2-yl)methyleneaminothiophene-3,4-dicarboxylic acid diethyl ester